FC(C(C(C(C(C(C(C(C(C(C(C(C(F)(F)F)(F)F)(F)F)(F)F)(F)F)(F)F)(F)F)(F)F)(F)F)(F)F)(F)F)(F)F)(S(=O)(=O)[O-])F.[Na+] sodium perfluoro-1-tridecanesulfonate